BrC=1C=C2C(=NC1)C1=C(N2C(C2CCOCC2)C2=C(C=NC=C2)F)C(=NN1C)C(=O)OC methyl 6-bromo-4-((3-fluoropyridin-4-yl) (tetrahydro-2H-pyran-4-yl)methyl)-1-methyl-1,4-dihydropyrazolo[3',4':4,5]pyrrolo[3,2-b]pyridine-3-carboxylate